8-((2S,5S)-4-((4-Fluorobenzyl)(methyl)amino)-2,5-dimethylpiperidin-1-yl)-5-methyl-6-oxo-5,6-dihydro-1,5-naphthyridin-2-carbonitril FC1=CC=C(CN(C2C[C@@H](N(C[C@@H]2C)C2=CC(N(C=3C=CC(=NC23)C#N)C)=O)C)C)C=C1